O1C=2C(OCC1COCCC(S(=O)(=O)[O-])C)=CSC2.[Na+].O2C=1C(OCC2CCCCCCCCS(=O)(=O)O)=CSC1 8-(2,3-dihydrothieno[3,4-b][1,4]dioxin-2-yl)octane-1-sulfonic acid Sodium 3-[(2,3-dihydrothieno[3,4-b]-[1,4]dioxin-2-yl)methoxy]-1-methyl-1-propanesulfonate